N-(3-(3-azabicyclo[3.1.0]hexan-3-yl)-4-(4-(6-(4,4-difluoropiperidin-1-yl)pyridin-2-yl)-1H-1,2,3-triazol-1-yl)phenyl)methanesulfonamide C12CN(CC2C1)C=1C=C(C=CC1N1N=NC(=C1)C1=NC(=CC=C1)N1CCC(CC1)(F)F)NS(=O)(=O)C